5-Fluoro-4-[4-methyl-5-oxo-3-(propan-2-yl)-4,5-dihydro-1H-1,2,4-triazol-1-yl]-2-{[(2S)-4-methylpent-2-yl]oxy}-N-(tetrahydro-2H-pyran-4-yl)benzamide FC=1C(=CC(=C(C(=O)NC2CCOCC2)C1)O[C@@H](C)CC(C)C)N1N=C(N(C1=O)C)C(C)C